C1(=CC=CC=C1)C(C(=O)OCCC(C(C(C(C)C)C(C)(C)C)O)C(C)(C)C)C 3,5-bis(1,1-dimethylethyl)-4-hydroxy-isooctyl phenylpropionate